NS(=O)(C1=CN=C(S1)C(C)(C)O)=NC(OC(C)(C)C)=O Tert-butyl (amino(2-(2-hydroxypropan-2-yl)thiazol-5-yl)(oxo)-λ6-sulfaneylidene)carbamate